N1C(CC12CNCCC2)=O 1,6-Diazaspiro[3.5]nonan-2-one